C(C)(C)(C)C=1C(=C(C=O)C=CC1)O 3-tertiary butyl-2-hydroxybenzaldehyde